FC=1C=C2NCC=NC2=CC1 6-fluoro-3,4-dihydro-quinoxalin